C(CN(CC(=O)O)CC(=O)O)N(CC(=O)O)CC(=O)O.[NH4+].[NH4+].[Ca+2] Calcium diammonium Ethylenediaminetetraacetic acid